N-(2-(3-oxo-3-(4-(5-(2-oxoindolin-5-yl)pyridin-2-yl)piperazin-1-yl)propoxy)ethyl)acetamide O=C(CCOCCNC(C)=O)N1CCN(CC1)C1=NC=C(C=C1)C=1C=C2CC(NC2=CC1)=O